The molecule is an organic chloride salt composed of 1-carbamoyl-7-(diethylamino)-3,4-dihydroxyphenoxazin-5-ium and chloride ions in a 1:1 ratio. A histological dye used in solution with an iron alum mordant as a hematoxylin substitute in the H&E stain. It has a role as a fluorochrome and a histological dye. It contains a Celestin blue B(1+). CCN(CC)C1=CC2=C(C=C1)NC3=C(O2)C(=O)C(=O)C=C3C(=O)[NH3+].[Cl-]